2-decyldodecanoic acid C(CCCCCCCCC)C(C(=O)O)CCCCCCCCCC